2,5-dimethyl-1,4-benzoquinone CC=1C(C=C(C(C1)=O)C)=O